CC1=NC2=C(C=CC=C2C(=C1)N1N=C(N=C1)C)O 2-methyl-4-(3-methyl-1H-1,2,4-triazol-1-yl)quinolin-8-ol